COC1=CC=C(C=N1)OC1CCN(CC1)C1=NC=NC(=C1C)CCC 4-(4-((6-methoxypyridin-3-yl)oxy)piperidin-1-yl)-5-methyl-6-propylpyrimidine